CC=1C(=NC=CC1)CN1CCC2([C@@H](C2)CNC2=CC=C(N=N2)C2=CC=C(C=C2)NC(C)=O)CC1 N-[4-[6-[[(2R)-6-[(3-methyl-2-pyridyl)methyl]-6-azaspiro[2.5]octan-2-yl]methylamino]pyridazin-3-yl]phenyl]acetamide